Cl.NC12CC(C1)(C2)NC(COC2=CC(=C(C=C2)Cl)F)=O N-(1-amino-3-bicyclo[1.1.1]pentanyl)-2-(4-chloro-3-fluoro-phenoxy)acetamide HCl salt